ClC=1N(C(C=2N(C=NC2N1)C)=O)CC1=NC(=NO1)[C@@H]1CO[C@H](C1)C1=CC=C(C=C1)Cl 2-chloro-1-[[3-[(3R,5R)-5-(4-chlorophenyl)tetrahydrofuran-3-yl]-1,2,4-oxadiazol-5-yl]methyl]-7-methyl-purin-6-one